OCC(CNC(=O)N1C[C@@H](OCC1)CC1=CC=C(C=C1)OC)CC1=CC=C(C=C1)C(F)(F)F (2S)-N-(3-hydroxy-2-{[4-(trifluoromethyl)phenyl]methyl}propyl)-2-[(4-methoxyphenyl)methyl]morpholine-4-carboxamide